CC1=CC(=C(O1)C(=O)O)C(=O)O 5-methylcarboxy-2-furancarboxylic acid